(3-methyl-5-(methylsulfonyl)phenyl)-1,3-dihydrospiro[indene-2,4'-piperidine] CC=1C=C(C=C(C1)S(=O)(=O)C)N1CCC2(CC1)CC1=CC=CC=C1C2